C(C)OC(=O)C=1C(=NN(C1)CC=1C(=NC(=CC1)N1CC2CC2C1)C)C(F)(F)F 1-[(6-{3-azabicyclo[3.1.0]hex-3-yl}-2-methylpyridin-3-yl)methyl]-3-(trifluoromethyl)-1H-pyrazole-4-carboxylic acid ethyl ester